COC(=O)C1=CC=C(C2=CN(N=C12)C(C)=O)OC acetyl-4-methoxy-2H-indazole-7-carboxylic acid methyl ester